CN(CCN1N=CC(=C1)C1=CC(=C(N)C=C1)OC)C 4-(1-(2-(dimethylamino)ethyl)-1H-pyrazol-4-yl)-2-methoxyaniline